ClC1=NN(C=C1C1=NC=CC(=N1)NC=1N=CC2=C(C=CC(=C2C1)C(C)C)N1[C@@H]([C@H](C1)CS(=O)(=O)C)C)C[C@H](C)OC N-(2-(3-chloro-1-((S)-2-methoxypropyl)-1H-pyrazol-4-yl)pyrimidin-4-yl)-5-isopropyl-8-((2R,3S)-2-methyl-3-((methylsulfonyl)methyl)azetidin-1-yl)isoquinolin-3-amine